NC1=NNC2=C(C=C(C=C12)C1=CC(=NC=C1)NC(CO)=O)C#CC(C)(C)C N-(4-(3-amino-7-(3,3-dimethylbut-1-yn-1-yl)-1H-indazol-5-yl)pyridin-2-yl)-2-hydroxyacetamide